FC(CN1C(=NC=2C1=NC(=CN2)C=2C=CN1N=C(N=CC12)NC1CCC(CC1)(O)C)C)F (1s,4s)-4-((5-(1-(2,2-difluoroethyl)-2-methyl-1H-imidazo[4,5-b]pyrazin-6-yl)pyrrolo[2,1-f][1,2,4]triazin-2-yl)amino)-1-methylcyclohexan-1-ol